C(C)(C)N1C(C=CC(=C1)C1=NC(=NC=C1)NC1=NC=C(C=C1)N1CCN(CC1)C)=O isopropyl-5-(2-(5-(4-methylpiperazin-1-yl)pyridin-2-yl)aminopyrimidin-4-yl)-pyridin-2(1H)-one